(S)-5-((4-((2-hydroxy-1-phenylethyl)amino)-5-(3-(2-hydroxypropan-2-yl)-1,2,4-oxadiazol-5-yl)pyrimidin-2-yl)amino)isoindolin-1-one OC[C@H](C1=CC=CC=C1)NC1=NC(=NC=C1C1=NC(=NO1)C(C)(C)O)NC=1C=C2CNC(C2=CC1)=O